6-chloro-3-fluoro-pyridine-2-carbonitrile ClC1=CC=C(C(=N1)C#N)F